2,2'-bis(trifluoromethyl)-[1,1'-biphenyl]-4,4'-diamine FC(C1=C(C=CC(=C1)N)C1=C(C=C(C=C1)N)C(F)(F)F)(F)F